CN(CCN1CC2(OC=3C=C(C=CC3C=3N=C(SC32)NC(=O)C=3C(=NC=NC3OC)OC)C(F)(F)F)C1)C N-(1-(2-(dimethylamino)ethyl)-7'-(trifluoromethyl)spiro[azetidine-3,4'-chromeno[4,3-d]thiazol]-2'-yl)-4,6-dimethoxypyrimidine-5-carboxamide